COC=1C(=C2C=CN(C2=C(C1)C)S(=O)(=O)C1=CC=C(C)C=C1)CN1[C@@H](CN(CC1)C(=O)OC(C)(C)C)C1=CC=C(C=C1)C(=O)OC tert-butyl (R)-4-((5-methoxy-7-methyl-1-tosyl-1H-indol-4-yl)methyl)-3-(4-(methoxycarbonyl)phenyl)piperazine-1-carboxylate